2-cyclopropyl-5-methoxy-6-methyl-(4,4-bipyridine)-3-carboxylic acid C1(CC1)C1=NC(=C(C(=C1C(=O)O)C1=CC=NC=C1)OC)C